cobalt sulfide [Co]=S